(azetidine-1-sulfonyl)-N-[2-(4-{[(2R,6S)-2,6-dimethylmorpholin-4-yl]methyl}piperidin-1-yl)-3-fluorophenyl]benzene-1-sulfonamide N1(CCC1)S(=O)(=O)C1=C(C=CC=C1)S(=O)(=O)NC1=C(C(=CC=C1)F)N1CCC(CC1)CN1C[C@H](O[C@H](C1)C)C